3-{4-[(2,4-dimethoxyphenyl)sulfamoyl]phenyl}-1-(pyridin-3-ylmethyl)urea COC1=C(C=CC(=C1)OC)NS(=O)(=O)C1=CC=C(C=C1)NC(NCC=1C=NC=CC1)=O